Cl.NCCNC(OCC=O)=O 2-oxoethyl (2-aminoethyl)carbamate hydrochloride